1,4-Dilithiobutan [Li]CCCC[Li]